ClC1=CC=C(C(=N1)C=1C(=C(C=O)C(=CC1)B1OC(C(O1)(C)C)(C)C)OC)N[C@H](C)C=1C=C(C=C2C(C(=C(OC12)N1CCC(CC1)(C)C)C)=O)C 3-[6-chloro-3-[[(1R)-1-[2-(4,4-dimethyl-1-piperidyl)-3,6-dimethyl-4-oxo-chromen-8-yl]ethyl]amino]-2-pyridyl]-2-methoxy-6-(4,4,5,5-tetramethyl-1,3,2-dioxaborolan-2-yl)benzaldehyde